C1(=CC=C(C=C1)C[C@H](C[C@H](C(=O)OCC)C)NC(CCC(=O)O)=O)C1=CC=CC=C1 4-(((2S,4R)-1-([1,1'-biphenyl]-4-yl)-5-ethoxy-4-methyl-5-oxopentan-2-yl)amino)-4-oxobutyric acid